[K].C(CCC)C(CC=1C=C(SC1)C1=CC=C(N(C2=CC=C(C=C2)OC)C2=CC=C(C=C2)OC)C=C1)CCCCCC 4-(4-(2-butyloctyl)thiophen-2-yl)-N,N-bis(4-methoxyphenyl)aniline potassium